C(C=1C(O)=CC=CC1)=NCCCN=CC=1C(O)=CC=CC1 N,N'-bis-salicylidene-1,3-diaminopropane